3-(benzyloxy)-4-oxo-5-((2,4,6-trifluorobenzyl)carbamoyl)-1-((3-vinyltetrahydrofuran-3-yl)amino)-1,4-dihydropyridine-2-carboxylic acid C(C1=CC=CC=C1)OC1=C(N(C=C(C1=O)C(NCC1=C(C=C(C=C1F)F)F)=O)NC1(COCC1)C=C)C(=O)O